C(C)(C)(C)OC(=O)NCC#CC=1C=CC(=NC1)N1CCN(CC1)CCCC(=O)[O-] 4-(4-(5-(3-((tert-butoxycarbonyl) amino)prop-1-yn-1-yl)pyridine-2-yl)piperazin-1-yl)butanoate